CC1=C(C(=NN1C1CC2(COC2)C1)OCCCO)[N+](=O)[O-] 3-((5-methyl-4-nitro-1-(2-oxaspiro[3.3]hept-6-yl)-1H-pyrazol-3-yl)oxy)propan-1-ol